2-methylthio-N6-prenyladenosine CSC=1N=C(C=2N=CN([C@H]3[C@H](O)[C@H](O)[C@@H](CO)O3)C2N1)NCC=C(C)C